2-((1-(9-methyl-5-(2-azaspiro[3.3]heptan-2-yl)-[1,2,4]triazolo[4,3-c]quinazolin-7-yl)ethyl)amino)benzoic acid CC1=CC=2C=3N(C(=NC2C(=C1)C(C)NC1=C(C(=O)O)C=CC=C1)N1CC2(C1)CCC2)C=NN3